(5-(4-methylpiperazin-1-yl)-2-nitrophenyl)methanol CN1CCN(CC1)C=1C=CC(=C(C1)CO)[N+](=O)[O-]